FC=1C=C(C=C2C=CN(C(C12)=O)C1CCN(C2(CC2)C1)C(=O)OC(C)(C)C)C1=CC2=C(N=C(N2C)C)C(=C1)F tert-butyl 7-[8-fluoro-6-(7-fluoro-2,3-dimethyl-1,3-benzodiazol-5-yl)-1-oxoisoquinolin-2-yl]-4-azaspiro[2.5]octane-4-carboxylate